4-(2-methyl-4-chlorophenoxyacetoxyl)-4'-chlorochalcone CC1=C(OCC(OC2=CC=C(C=C2)\C=C\C(=O)C2=CC=C(C=C2)Cl)=O)C=CC(=C1)Cl